FC=1C(=CC=2C3=C(NC(C2C1)=O)COC[C@H]3N(C(=O)C=3C=CN1C=CC=CC31)C)F (S)-N-(8,9-Difluoro-6-oxo-1,4,5,6-tetrahydro-2H-pyrano[3,4-c]isoquinolin-1-yl)-N-methylindolizine-1-carboxamide